NC1=NC(=C2C(=N1)N(N=C2)CC2=CC(=C(C=C2)N)C)C=2C(=C(C#N)C=CC2)F 3-[6-amino-1-[(4-amino-3-methyl-phenyl)methyl]pyrazolo[3,4-d]pyrimidine-4-yl]-2-fluoro-benzonitrile